6-Chloro-3-[(1R)-1-(3,6-dimethyl-4-oxo-2-pyrazin-2-yl-chromen-8-yl)ethoxy]pyridine-2-carbonitrile ClC1=CC=C(C(=N1)C#N)O[C@H](C)C=1C=C(C=C2C(C(=C(OC12)C1=NC=CN=C1)C)=O)C